ClC1=C(C=CC=C1Cl)N1CCN(CC1)CCC(=O)C=1C=C2CCN(C2=CC1)C(=O)N(C)C 5-(3-(4-(2,3-dichlorophenyl)piperazin-1-yl)propionyl)-N,N-dimethylindoline-1-carboxamide